FC(N1N=CC2=CC=C(C=C12)[N+](=O)[O-])F 1-(Difluoromethyl)-6-nitro-1H-indazole